C(C=C)C(CN)(CC=C)CC=C 2,2-diallyl-4-Penten-1-amine